NC1=CC=C(C=C1)C1=CN(C=2N=CN=C(C21)N)C2COCC2 5-(4-aminophenyl)-7-(tetrahydrofuran-3-yl)-7H-pyrrolo[2,3-d]pyrimidin-4-amine